(S)-2-(4-methoxybenzyl)-4-(trifluoromethyl)-5-((1-(3-(3-(trifluoromethyl)-8,9-Dihydropyrido[3',2':4,5]pyrrolo[1,2-a]pyrazin-7(6H)-yl)propoxy)propan-2-yl)amino)pyridazine COC1=CC=C(CN2NC=C(C(=C2)C(F)(F)F)N[C@H](COCCCN2CC=3N(CC2)C2=C(C3)C=C(C=N2)C(F)(F)F)C)C=C1